3-(3-(1-methyl-1H-pyrazol-4-yl)quinoxalin-6-yl)urea CN1N=CC(=C1)C=1C=NC2=CC=C(C=C2N1)NC(N)=O